4-(pyrazolo[1,5-a]pyridin-3-yl)-7-(4,4,5,5-tetramethyl-1,3,2-dioxaborolan-2-yl)-2,3-dihydro-1H-isoindole-2-carboxylic acid-2-methylpropan-2-yl ester CC(C)(C)OC(=O)N1CC2=C(C=CC(=C2C1)C=1C=NN2C1C=CC=C2)B2OC(C(O2)(C)C)(C)C